1-[5-(4-fluorophenyl)-6-isopropyl-1H-pyrazolo[4,3-g]Quinolin-7-yl]Azetidine-3-carboxylic acid FC1=CC=C(C=C1)C1=C(C(=NC2=CC3=C(C=C12)C=NN3)N3CC(C3)C(=O)O)C(C)C